C1(CC1)C(O)C1=CC(=NN1CCOC1OCCCC1)I cyclopropyl-(3-iodo-1-(2-((tetrahydro-2H-pyran-2-yl)oxy)ethyl)-1H-pyrazol-5-yl)methanol